C(#N)N1C(CCC1)C1=NOC(=N1)C=1C(=NC(=CC1)C#N)C1=NC=CC=C1 (3-(1-Cyanopyrrolidin-2-yl)-1,2,4-oxadiazol-5-yl)-[2,2'-bipyridine]-6-carbonitrile